5-(4-((4-(ethoxymethyl)-4-phenethylpiperidin-1-yl)methyl)phenyl)thiazole C(C)OCC1(CCN(CC1)CC1=CC=C(C=C1)C1=CN=CS1)CCC1=CC=CC=C1